tert-Butyl-N-[1-[3-(2,6-dibenzyloxy-3-pyridyl)-1-methyl-indol-6-yl]-4-piperidyl]carbamate C(C)(C)(C)OC(NC1CCN(CC1)C1=CC=C2C(=CN(C2=C1)C)C=1C(=NC(=CC1)OCC1=CC=CC=C1)OCC1=CC=CC=C1)=O